9-methoxy-N,N-dimethyl-5-nitropyrazolo[3,4,5-kl]Acridine-2(6H)propylamine COC1=CC=2C=3C4=C(C=CC(=C4NC2C=C1)[N+](=O)[O-])N(N3)CCCN(C)C